tetragermaine [GeH]1=[GeH][GeH]=[GeH]C=C1